ClC=1C=C(C(=O)N[C@@H](C)C2=NC=NN2C2=NC=CC=N2)C=C(C1)NS(=O)(=O)C1=CC=CC=C1 3-chloro-5-[(phenylsulfonyl)amino]-N-{(1S)-1-[1-(pyrimidin-2-yl)-1H-1,2,4-triazol-5-yl]ethyl}benzamide